methyl (E)-2-[2-(3-isopropoxyphenoxy) phenyl]-3-methoxyacrylate C(C)(C)OC=1C=C(OC2=C(C=CC=C2)/C(/C(=O)OC)=C\OC)C=CC1